benzyl dodecanedioate C(CCCCCCCCCCC(=O)[O-])(=O)OCC1=CC=CC=C1